(1,4-dimethyl-5-oxo-3-phenyl-4,5-dihydro-1H-pyrazol-4-yl)-N-hydroxycarbamate CN1N=C(C(C1=O)(C)OC(NO)=O)C1=CC=CC=C1